ClC=1C=C(C=CC1OC1CC1)[C@H]([C@@H](CN1CCCC1)NC(/C(=N/O)/C1=CC2=CC=C(C=C2C=C1)Cl)=O)O (E)-N-((1R,2R)-1-(3-chloro-4-cyclopropoxyphenyl)-1-hydroxy-3-(pyrrolidin-1-yl)propan-2-yl)-2-(6-chloronaphthalene-2-yl)-2-(hydroxyimino)acetamide